ClCCCC1=CC=CC=C1 1-chloro-3-phenylpropan